ClC1=CC(=CS1)CN1C(C(C2=CC=C(C=C12)C(=O)OC)(C)C)=O methyl 1-((5-chlorothien-3-yl) methyl)-3,3-dimethyl-2-oxoindoline-6-carboxylate